tert-butyl ((S)-(7-((S*)-1-((3-amino-2,2-difluoropropyl)amino)-2-cyclobutoxyethyl)imidazo[1,2-b]pyridazin-2-yl)(4,4-difluorocyclohexyl)methyl)carbamate NCC(CN[C@H](COC1CCC1)C1=CC=2N(N=C1)C=C(N2)[C@H](C2CCC(CC2)(F)F)NC(OC(C)(C)C)=O)(F)F |o1:5|